NCC1=CN(C=C1)C1=CC(=CC=2C=COC21)COC2=C(C=CC=C2)CC(=O)O 2-(2-((7-(3-(aminomethyl)-1H-pyrrol-1-yl)benzofuran-5-yl)methoxy)phenyl)acetic acid